O1-tert-butyl O4-methyl 4-[3-[[(1S)-1-tert-butoxycarbonyl-2-methyl-propyl]amino]propyl]piperidine-1,4-dicarboxylate C(C)(C)(C)OC(=O)[C@H](C(C)C)NCCCC1(CCN(CC1)C(=O)OC(C)(C)C)C(=O)OC